N[C@@H]1C2=CC=CC=C2CC12CCN(CC2)C=2NC(C1=C(N2)NN=C1C=1C=2C=NC=3N(C2CC(C1)(C)C)C=NN3)=O (S)-6-(1-amino-1,3-dihydrospiro[indene-2,4'-piperidin]-1'-yl)-3-(8,8-dimethyl-8,9-dihydro-[1,2,4]triazolo[4,3-a]quinazolin-6-yl)-1,5-dihydro-4H-pyrazolo[3,4-d]pyrimidin-4-one